C(/C1=CC=CC=C1)=C/1\C(N(C(O1)=O)CC=1OC=CC1)=O (Z)-5-benzylidene-3-(furan-2-ylmethyl)oxazolidine-2,4-dione